Allyl (2-((S)-5-oxo-1-(2,3,5-trifluorobenzyl)pyrrolidin-2-yl)acetyl)valinate O=C1CC[C@H](N1CC1=C(C(=CC(=C1)F)F)F)CC(=O)N[C@@H](C(C)C)C(=O)OCC=C